C(C)(C)O[Si](OC(C)C)(OC(C)C)C1=C(C(=NC=C1)C1=NC=CC=C1)[Si](OC(C)C)(OC(C)C)OC(C)C bis(triisopropoxysilyl)-2,2'-bipyridine